3-hydroxy-6-(2-(pyridin-3-yl)ethyl)picolinaldehyde oxime OC=1C(=NC(=CC1)CCC=1C=NC=CC1)C=NO